7-(2-amino-6-fluorophenyl)-6-chloro-1-(4,6-diisopropylpyrimidin-5-yl)-2-oxo-4-(piperazin-1-yl)-1,2-dihydro-1,8-naphthyridine-3-carbonitrile NC1=C(C(=CC=C1)F)C1=C(C=C2C(=C(C(N(C2=N1)C=1C(=NC=NC1C(C)C)C(C)C)=O)C#N)N1CCNCC1)Cl